N1=C(C=CC=C1)C(=O)C=1C=NC=CC1 pyridin-2-yl-(pyridin-3-yl)methanone